2-(4,4-difluoroazepan-1-yl)-6-fluoro-quinoline FC1(CCN(CCC1)C1=NC2=CC=C(C=C2C=C1)F)F